C(C)C1NCC2N(C=3C(=NN=C(C3)C3=C(C=CC=C3)O)NC2)C1 2-(9-ethyl-6,6a,7,8,9,10-hexahydro-5H-pyrazino[1',2':4,5]pyrazino[2,3-c]pyridazin-2-yl)phenol